8-(2-chloroanilino)benzimidazolo[2,1-b][1,3]benzothiazin-12-one ClC1=C(NC2=CC3=C(C=C2)N2C(SC4=C(C2=O)C=CC=C4)=N3)C=CC=C1